6-Chloro-3-[(1R)-1-[3,6-dimethyl-4-oxo-2-(2-oxo-1,4-dihydro-3,1-benzoxazin-6-yl)chromen-8-yl]ethoxy]pyridine-2-carboxamide ClC1=CC=C(C(=N1)C(=O)N)O[C@H](C)C=1C=C(C=C2C(C(=C(OC12)C=1C=CC2=C(COC(N2)=O)C1)C)=O)C